2,4-bis(benzyloxy)-5-isopropyl-N-(pyridin-4-yl)benzamide tert-butyl-3-{[(benzyloxy)carbonyl]amino}-5-methyl-2,3,4,7-tetrahydroazepine-1-carboxylate C(C)(C)(C)OC(=O)N1CC(CC(=CC1)C)NC(=O)OCC1=CC=CC=C1.C(C1=CC=CC=C1)OC1=C(C(=O)NC2=CC=NC=C2)C=C(C(=C1)OCC1=CC=CC=C1)C(C)C